3-(3-iodo-1-methyl-1H-pyrazole-4-carbonyl)-1-((2-(trimethylsilyl)ethoxy)methyl)-1H-pyrazole-5-carbonitrile IC1=NN(C=C1C(=O)C1=NN(C(=C1)C#N)COCC[Si](C)(C)C)C